3-oxo-3-(3,3a,4,8b-tetrahydroindeno[1,2-b]pyrrol-1(2H)-yl)propionitrile O=C(CC#N)N1C2C(CC1)CC1=CC=CC=C12